[Si](C1=CC=CC=C1)(C1=CC=CC=C1)(C(C)(C)C)OC1CC(CCC1)O 3-((tert-butyldiphenylsilyl)oxy)cyclohexan-1-ol